IC12CC(C1)(C2)C2=NC=CC=C2S(=O)(=O)NC (3-iodobicyclo[1.1.1]pent-1-yl)-N-methylpyridine-3-sulfonamide